BrC=1C=C(C=C(C1)C)CNC(OC(C)(C)C)=O tert-butyl N-[(3-bromo-5-methyl-phenyl)methyl]carbamate